1-chloro-1,1,2-trifluoropropane ClC(C(C)F)(F)F